BrC1=CC(=C2C(=NC=NC2=C1)NC=1C(=C2C=CC=NC2=CC1)F)O[C@@H]1CN(CCC1)C (S)-7-bromo-N-(5-fluoroquinolin-6-yl)-5-((1-methylpiperidin-3-yl)oxy)quinazolin-4-amine